5-((9,10-dioxo-9,10-dihydroanthracen-1-yl)amino)pentyl methacrylate C(C(=C)C)(=O)OCCCCCNC1=CC=CC=2C(C3=CC=CC=C3C(C12)=O)=O